(6S)-5-[4'-methoxy-2-(trifluoromethyl)[1,1'-biphenyl]-4-yl]-6-methyl-3,6-dihydro-2H-1,3,4-oxadiazin-2-one COC1=CC=C(C=C1)C1=C(C=C(C=C1)C1=NNC(O[C@H]1C)=O)C(F)(F)F